OC1=C(C=CC(=C1)CC(COC(C(=C)C)=O)O)N1N=C2C(=N1)C=CC=C2 2-[2-hydroxy-4-(3-methacryloyloxy-2-hydroxypropyl)phenyl]benzotriazole